BrC1OC2=C(O1)C(=CC=C2)OC bromo-7-methoxybenzo[d][1,3]dioxole